3-(3-chloro-4-fluoro-phenyl)-1-[1-(6,7-difluoro-1-oxo-2H-isoquinolin-4-yl)ethyl]-1-methyl-urea ClC=1C=C(C=CC1F)NC(N(C)C(C)C1=CNC(C2=CC(=C(C=C12)F)F)=O)=O